OP(O)(=O)OP(=O)(O)O.CN1CCN(CC1)C Dimethyl-piperazine pyrophosphate